FC1=C(C=CC=C1S(=O)(=O)C)NC1=NC=C(C(=N1)C1=CNC2=C(C=CC=C12)NC([C@@H](CC)N1CCN(CCC1)C)=O)C (R)-N-(3-(2-((2-fluoro-3-(methylsulfonyl)phenyl)amino)-5-methylpyrimidin-4-yl)-1H-indol-7-yl)-2-(4-methyl-1,4-diazepan-1-yl)butanamide